4,6-dichloropyrimidinecarboxylic acid ClC1=NC(=NC(=C1)Cl)C(=O)O